C(C1=CC=CC=C1)OC=1C(=NC=NC1C)C(=O)N1C(CN(CC1)C1=C(N=C2N(C1=O)NC(=N2)C2=CC1=C(COCC1)S2)CC)C 6-(4-(5-(benzyloxy)-6-methylpyrimidine-4-carbonyl)-3-methylpiperazin-1-yl)-2-(4,7-dihydro-5H-thieno[2,3-c]pyran-2-yl)-5-ethyl-7-oxo-[1,2,4]triazolo[1,5-a]pyrimidine